C1(=CC=CC=C1)N(C(C(F)(F)F)=O)C(CC)=O N-phenyl-N-propionyl-trifluoroacetamide